CN1N=CC(=C1)C1CN(CC2=CC=CC=C12)C(=O)C=1N=NN(C1)C1=NC=C(C=C1)C(F)(F)F [4-(1-methylpyrazol-4-yl)-3,4-dihydro-1H-isoquinolin-2-yl]-[1-[5-(trifluoromethyl)-2-pyridyl]triazol-4-yl]methanone